naphthalene-2-ol hydrochloride Cl.C1=C(C=CC2=CC=CC=C12)O